4-(4'-cyanophenyl)-2,6-dimethyl-3,5-diethoxy-1,4-dihydropyridine C(#N)C1=CC=C(C=C1)C1C(=C(NC(=C1OCC)C)C)OCC